N1(CCCC2=NC=CC=C12)N1N=CC=2C1=NC(=CN2)N2CCC1(CC2)C(C2CC2C1)N ((1R,2S,5R)-1'-(3,4-dihydro-1,5-naphthyridin-1(2H)-yl)-1H-pyrazolo[3,4-b]pyrazin-6-yl)spiro[bicyclo[3.1.0]hexane-3,4'-piperidin]-2-amine